2-(2,6-Dichlorophenyl)-3-methyl-9-(1-methyl-1H-pyrazol-4-yl)imidazo[2,1-f][1,6]naphthyridin-8-ol ClC1=C(C(=CC=C1)Cl)C=1N=C2C=3C=C(C(=NC3C=CN2C1C)O)C=1C=NN(C1)C